ClC1=C(C=C(C(=C1)F)C=1N=NN(N1)C1CC1)NC(OC(C)(C)C)=O tert-butyl (2-chloro-5-(2-cyclopropyl-2H-tetrazol-5-yl)-4-fluorophenyl)carbamate